hydroxy (phosphonooxy) phosphate P(=O)(OO)(OOP(=O)(O)O)[O-]